tert-butyl N-[1-[(3-aminophenyl) methyl]-4-piperidinyl]-N-methyl-carbamate NC=1C=C(C=CC1)CN1CCC(CC1)N(C(OC(C)(C)C)=O)C